ON=C(C)N N'-hydroxyacetimidamide